C(C1=CC=CC=C1)OC1=C(C=C(C(=C1)Br)F)C=C(F)F 1-benzyloxy-5-bromo-2-(2,2-difluorovinyl)-4-fluoro-benzene